2-(((6-bromo-1H-indol-3-yl)amino)methylene)malonic acid diethyl ester C(C)OC(C(C(=O)OCC)=CNC1=CNC2=CC(=CC=C12)Br)=O